3-[[5-(4-piperidyl)pyrazin-2-yl]amino]piperidine-2,6-dione N1CCC(CC1)C=1N=CC(=NC1)NC1C(NC(CC1)=O)=O